C(C)(C)(C)OC(=O)N1C2CC(CC1CC2)C#CC2=CC(=NC(=C2)C)C(=O)OC Tert-butyl-3-((2-(methoxycarbonyl)-6-methylpyridin-4-yl) ethynyl)-8-azabicyclo[3.2.1]octane-8-carboxylate